C[N+]1(CCCC1)CC 1-methyl-1-ethyl-pyrrolidinium